C(CC(=O)[O-])(=O)OCCCC(CC1=CC(=C(C(=C1)C(C)(C)C)O)C(C)(C)C)(C=1CC(N(C(C1)(C)C)C)(C)C)C=1CC(N(C(C1)(C)C)C)(C)C bis(1,2,2,6,6-pentamethyl-4-pyridyl)[[3,5-bis(1,1-dimethylethyl)-4-hydroxyphenyl]methyl]butyl malonate